C(\C=C\C=C\C)(=O)O.C([C@@H](O)[C@@H](O)[C@H](O)[C@H](O)CO)O mannitol, sorbate salt